N[C@H](CC(=O)O)CC(C)C (S)-3-amino-5-methylhexanoic acid